(3R)-3-amino-1,1-dioxo-7-[5-(1,1,2,2,2-pentafluoroethyl)-1,3,4-oxadiazol-2-yl]-5-[[4-(trifluoromethoxy)phenyl]methyl]-2,3-dihydro-1λ6,5-benzothiazepin-4-one N[C@H]1CS(C2=C(N(C1=O)CC1=CC=C(C=C1)OC(F)(F)F)C=C(C=C2)C=2OC(=NN2)C(C(F)(F)F)(F)F)(=O)=O